C(C=C)(=O)N1[C@H](CN(CC1)C1=NC(=NC2=CC(=CC=C12)C1=CC=CC=2CCCCC12)OC[C@H]1N(CCC1)C)CC#N 2-((S)-1-acryloyl-4-(2-(((S)-1-methylpyrrolidin-2-yl)methoxy)-7-(5,6,7,8-tetrahydronaphthalen-1-yl)quinazolin-4-yl)piperazin-2-yl)acetonitrile